Cl.Cl.ClC=1C(=NC2=CC=C(C=C2C1)N1C[C@@H](CC1)N)N1CCNCC1 (3R)-1-(3-chloro-2-piperazin-1-yl-6-quinolinyl)pyrrolidin-3-amine dihydrochloride